SCC(=O)[O-].SCC(=O)[O-].C[Sn+2]C dimethyltin bis(mercaptoacetic acid) salt